N[C@H](C(=O)O)CC1=CN(C2=CC=C(C=C12)OC)CC(=O)OC(C)(C)C (S)-2-amino-3-(1-(2-(tert-butoxy)-2-oxoethyl)-5-methoxy-1H-indol-3-yl)propanoic acid